(E)-2-cyano-3-hydroxy-4-phenylbut-2-enoic acid ethyl ester C(C)OC(\C(=C(/CC1=CC=CC=C1)\O)\C#N)=O